C(C)(C)(C)OC(NC=1C=NC(=CC1)Cl)=O tert-Butyl(6-chloropyridin-3-yl)carbamate